FC=1C=C(C=CC1OC1=CC=NC2=CC(=C(C=C12)OC)OCCCN1CC(CCC1)O)NC(=O)C1=C2C(=CN(C1=O)C1=CC=C(C=C1)F)CCO2 N-(3-fluoro-4-((7-(3-(3-hydroxypiperidin-1-yl)propoxy)-6-methoxyquinolin-4-yl)oxy)phenyl)-5-(4-fluorophenyl)-6-oxo-2,3,5,6-tetrahydrofuro[3,2-c]pyridine-7-carboxamide